3-[1H-benzimidazol-4-yl(3-hydroxypropyl)amino]propan-1-ol N1C=NC2=C1C=CC=C2N(CCCO)CCCO